C(C)C1C(=NOC1CC1=C(C=CC=C1)C(F)(F)F)CNC(=O)C1=NC=CC2=CC=CC=C12 Ethyl-3-((isoquinoline-1-carboxamido)methyl)-5-(2-(trifluoromethyl)benzyl)-4,5-dihydroisoxazole